C(CCCCCCCCCCCCCCC)C1=NC=C(C(C1)=O)O 2-hexadecyl-5-hydroxypyridin-4-one